C(C)N1N=C(C(=C1)C1=C2C(=NC=C1)NC=C2)C2=NC=C(C=C2)F 4-[1-ethyl-3-(5-fluoro-2-pyridinyl)pyrazol-4-yl]-1H-pyrrolo[2,3-b]pyridine